2-(4-fluoro-3-(methoxymethoxy)-5-(trifluoromethyl)phenyl)-5-(4-(methylsulfonyl)piperazin-1-yl)benzo[d]oxazole FC1=C(C=C(C=C1C(F)(F)F)C=1OC2=C(N1)C=C(C=C2)N2CCN(CC2)S(=O)(=O)C)OCOC